(trans)-3-(4-fluoro-2-methylphenyl)-N-(3-hydroxy-2-methyl-4-carbonylpyridine-1(4H)-yl)acrylamide FC1=CC(=C(C=C1)/C=C/C(=O)NN1C(=C(C(C=C1)=C=O)O)C)C